BrC=1N=C(N(C1C(=O)NCCCOC1OCCN1)CC1=CC=C(C=C1)Cl)OC1=CC(=CC=C1)OC(F)(F)F 4-bromo-1-[(4-chlorophenyl)methyl]-N-[3-(oxazolidin-2-yloxy)propyl]-2-[3-(trifluoromethoxy)phenoxy]-1H-imidazole-5-carboxamide